N-(((2R)-1-(2-(2,6-dioxopiperidin-3-yl)-1-oxoisoindoline-5-carbonyl)indolin-2-yl)methyl)acetamide O=C1NC(CCC1N1C(C2=CC=C(C=C2C1)C(=O)N1[C@H](CC2=CC=CC=C12)CNC(C)=O)=O)=O